1-(5-ethynyl-2-{[4-(4-methylpiperazin-1-yl)phenyl]amino}pyrido[2,3-d]pyrimidin-7-yl)pyrrolidin-2-one C(#C)C1=CC(=NC=2N=C(N=CC21)NC2=CC=C(C=C2)N2CCN(CC2)C)N2C(CCC2)=O